C(CCCCCCCC)OC(=O)OCCCCCN(CCCNC(=O)C=1C=C(C(=O)OC2=C(C(=C(C(=C2F)F)F)F)F)C=C(C1)C(NCCCN(CCCCCOC(=O)OCCCCCCCCC)CCCCCOC(=O)OCCCCCCCCC)=O)CCCCCOC(=O)OCCCCCCCCC (2,3,4,5,6-pentafluorophenyl) 3,5-bis[3-[bis(5-nonoxycarbonyloxypentyl)amino]propylcarbamoyl]benzoate